(7-((2S,5R)-2,5-diethyl-4-(1-(quinoxalin-6-yl)ethyl)piperazin-1-yl)-4-(2-hydroxyethyl)-5-oxo-4,5-dihydro-2H-pyrazolo[4,3-b]pyridin-2-yl)acetonitrile C(C)[C@@H]1N(C[C@H](N(C1)C(C)C=1C=C2N=CC=NC2=CC1)CC)C=1C=2C(N(C(C1)=O)CCO)=CN(N2)CC#N